ClC=1C=C(C=2N=CN=C(C2N1)N)C=1OC=CC1 6-chloro-8-(furan-2-yl)pyrido[3,2-d]pyrimidin-4-amine